CC1=CC=CC(=N1)C1=NC=CC(=N1)NC1=NC(=NC=C1)NC=1C=CC(=NC1)C(=O)OCCN1CCNCC1 2-piperazin-1-ylethyl 5-[[4-[[2-(6-methyl-2-pyridyl)pyrimidin-4-yl]amino]pyrimidin-2-yl]amino]pyridine-2-carboxylate